ClC1=CC=C(OCC2=NN=C(S2)NC(=O)C2=C(C=NC=C2)C2=C(C=CC=C2)OC)C=C1 N-(5-((4-chlorophenoxy)methyl)-1,3,4-thiadiazol-2-yl)-3-(2-methoxyphenyl)pyridine-4-Carboxamide